racemic-3-((tert-butoxycarbonyl)amino)-3-formylazepane-1-carboxylic acid tert-butyl ester C(C)(C)(C)OC(=O)N1C[C@](CCCC1)(C=O)NC(=O)OC(C)(C)C |r|